{6-[(3S,4S)-4-amino-3-methyl-2-oxa-8-azaspiro[4.5]decan-8-yl]-3-iodo-1-{[2-(trimethylsilyl)ethoxy]methyl}-1H-pyrazolo[3,4-b]pyrazin-5-yl}methanol N[C@@H]1[C@@H](OCC12CCN(CC2)C2=C(N=C1C(=N2)N(N=C1I)COCC[Si](C)(C)C)CO)C